1'-cyclobutyl-6-[5-[(1R)-1-(3,5-dichloro-4-pyridyl)ethoxy]-1H-indazol-3-yl]spiro[4H-1,3-benzodioxine-2,4'-piperidine] C1(CCC1)N1CCC2(CC1)OCC1=C(O2)C=CC(=C1)C1=NNC2=CC=C(C=C12)O[C@H](C)C1=C(C=NC=C1Cl)Cl